C(#N)C1=C(N=C2N(C1=O)C=C(C=C2[C@@H](C)NC2=C(C(=O)O)C=CC=C2)C)N2CC1(CC1(F)F)C2 (R)-2-((1-(3-cyano-2-(1,1-difluoro-5-azaspiro[2.3]hexan-5-yl)-7-methyl-4-oxo-4H-pyrido[1,2-a]pyrimidin-9-yl)ethyl)amino)benzoic acid